2,6-dimethoxy-4-(phenylthio)aniline COC1=C(N)C(=CC(=C1)SC1=CC=CC=C1)OC